C1(=CC=CC=C1)[C@H]1N(SOC1)C(=O)OC(C)(C)C tert-butyl (R)-4-phenyl-1,2,3-oxathiazolidine-3-carboxylate